BrC1=CC=C2C=3C(=CC=NC13)N(C2=O)C2C(NC(CC2)=O)=O 3-(8-Bromo-5-oxopyrrolo[2,3,4-de]quinolin-4(5H)-yl)piperidine-2,6-dione